methyl 2-{[(2R)-1-({[(1-methyl-5-oxopyrrolidin-3-yl)methyl]carbamoyl}amino)propan-2-yl]amino}-5-[(1-methylcyclopropyl)sulfamoyl]benzoate CN1CC(CC1=O)CNC(=O)NC[C@@H](C)NC1=C(C(=O)OC)C=C(C=C1)S(NC1(CC1)C)(=O)=O